C(C=C)OC(CCCCCC(=O)OCC=C)=O diallylpimelate